ethyl 2-(bicyclo[1.1.1]pentan-1-ylamino)-2-oxoacetate C12(CC(C1)C2)NC(C(=O)OCC)=O